N1(N=NC2=C1N=CC=C2)OC(=[N+](C)C)N(C)C O-(7-Azabenzotriazole-1-yl)-N,N,N',N'-tetramethyl-uronium